tert-butyl-2-(1-cyclopropylsulfonylpyrazol-4-yl)pyrimidin-4-amine C(C)(C)(C)C=1C(=NC(=NC1)C=1C=NN(C1)S(=O)(=O)C1CC1)N